(9H-fluoren-9-yl)methyl (S)-(1-oxo-1-((4-(trifluoromethoxy)phenyl)amino)-3-(2-trityl-2H-tetrazol-5-yl)propan-2-yl)carbamate O=C([C@H](CC=1N=NN(N1)C(C1=CC=CC=C1)(C1=CC=CC=C1)C1=CC=CC=C1)NC(OCC1C2=CC=CC=C2C=2C=CC=CC12)=O)NC1=CC=C(C=C1)OC(F)(F)F